ClC1=NC=CC(=C1OCCC(=O)O)I 3-((2-chloro-4-iodopyridin-3-yl)oxy)propionic acid